tert-butyl 3-(7-(4,4,5,5-tetramethyl-1,3,2-dioxaborolan-2-yl)-5-(trifluoromethyl)-1H-indol-1-yl)pyrrolidine-1-carboxylate CC1(OB(OC1(C)C)C=1C=C(C=C2C=CN(C12)C1CN(CC1)C(=O)OC(C)(C)C)C(F)(F)F)C